(1R,3r)-3-((R)-3-(1-(3-((R)-1-(2,4-dichlorophenyl)ethyl)-7-isopropyl-3H-[1,2,3]triazolo[4,5-d]pyrimidin-5-yl)azetidin-3-yl)piperidin-1-yl)-1-methylcyclobutane-1-carboxylic acid ClC1=C(C=CC(=C1)Cl)[C@@H](C)N1N=NC2=C1N=C(N=C2C(C)C)N2CC(C2)[C@@H]2CN(CCC2)C2CC(C2)(C(=O)O)C